6-((6-(((R)-2-hexyldecanoyl)oxy)hexyl)(4-hydroxybutyl)amino)hexyl (S)-2-hexyldecanoate C(CCCCC)[C@H](C(=O)OCCCCCCN(CCCCO)CCCCCCOC([C@@H](CCCCCCCC)CCCCCC)=O)CCCCCCCC